2-((R)-2,6-dioxopiperidin-3-yl)-1-oxoisoindolin O=C1NC(CC[C@H]1N1C(C2=CC=CC=C2C1)=O)=O